ClC=1C=C2CCN(CC2=C(C1)[C@H]1N(CCC1)C(=O)OC(C)(C)C)C(=O)[C@@H]1COCC1 (S)-tert-butyl 2-(6-chloro-2-((S)-Tetrahydrofuran-3-carbonyl)-1,2,3,4-tetrahydroisoquinolin-8-yl)pyrrolidine-1-carboxylate